NC=1C=2N(C3=CC(=CC=C3N1)C(=O)N1C(CCC(C1)C)C=1C=CC3=C(N=C(S3)CCN(C)C)C1)C=CC2 (4-aminopyrrolo[1,2-a]quinoxalin-8-yl)(2-(2-(2-(dimethylamino)ethyl)benzo[d]thiazol-5-yl)-5-methylpiperidin-1-yl)methanone